BrC=1CC(N=C2C=CC=CC12)(C)C 4-bromo-2,2-dimethyl-2,3-dihydroquinolin